tert-butyl 3-((4-hydroxyquinazolin-6-yl)amino)azetidine-1-carboxylate OC1=NC=NC2=CC=C(C=C12)NC1CN(C1)C(=O)OC(C)(C)C